C(C1=C(C(=CC(=C1)C(CC(C)(C)C)(C)C)N1N=C2C(=N1)C=CC=C2)O)C2=C(C(=CC(=C2)C(CC(C)(C)C)(C)C)N2N=C1C(=N2)C=CC=C1)O 2,2'-methylenebis[4-(1,1,3,3-tetramethylbutyl)-6-benzotriazole-2-ylphenol]